C(C)C1=CC=C(/C=C/C=2C=C3CC(C(C3=CC2)NC(O[C@@H]2CN3CCC2CC3)=O)(C)C)C=C1 (S)-quinuclidin-3-yl (5-((E)-4-ethylstyryl)-2,2-dimethyl-2,3-dihydro-1H-inden-1-yl)carbamate